C(C(=O)ONC1=NC=C(C=C1)Cl)(=O)OCC ethyl 2-(N-(5-chloropyridin-2-yl) amino) oxalate